ClC1=NC(=NC=N1)C1=CN(C2=CC=C(C=C12)OC)C 3-(4-chloro-1,3,5-triazin-2-yl)-5-methoxy-1-methyl-1H-indole